tert-butyl 5-(8-bromoimidazo[1,2-c]quinazolin-5-yl)indole-1-carboxylate BrC=1C=CC=2C=3N(C(=NC2C1)C=1C=C2C=CN(C2=CC1)C(=O)OC(C)(C)C)C=CN3